BrC=1C=C(C=C(C1)F)C1=NN=C2N1C1=CC=C(C=C1C(=N2)NC)F (3-bromo-5-fluorophenyl)-7-fluoro-N-methyl-[1,2,4]triazolo[4,3-a]quinazolin-5-amine